4-(1-((5-methoxy-7-methyl-1H-indol-4-yl)methyl)-4-(3,3,3-trifluoropropyl)piperazin-2-yl)benzoic acid COC=1C(=C2C=CNC2=C(C1)C)CN1C(CN(CC1)CCC(F)(F)F)C1=CC=C(C(=O)O)C=C1